N=1NN=NC1CCCNC(CN1C(C(C2=CC(=CC(=C12)O)C1CC1)(C)C)=O)=O N-(3-(2H-tetrazol-5-yl)propyl)-2-(5-cyclopropyl-7-hydroxy-3,3-dimethyl-2-oxoindolin-1-yl)acetamide